2-bromo-D-phenylalanine BrC1=C(C[C@@H](N)C(=O)O)C=CC=C1